C(CNC(=O)C1=CC=CC=C1)(=O)O.N[C@H](C(=O)OCC(C)(C)C)CC1CC=C(CC1)C1=NC(=NC(=C1)O[C@@H](C(F)(F)F)C1=C(C=C(C=C1)Cl)N1N=C(C=C1)C)N neopentyl (2S)-2-amino-3-(4-(2-amino-6-((R)-1-(4-chloro-2-(3-methyl-1H-pyrazole-1-yl)phenyl)-2,2,2-trifluoroethoxy)pyrimidine-4-yl)cyclohex-3-ene-1-yl)propionate hippurate